propoxyphosphine dihydride [H-].[H-].C(CC)OP